(2S,4R)-1-tert-butoxycarbonyl-4-hydroxy-4-methyl-pyrrolidine-2-carboxylic acid C(C)(C)(C)OC(=O)N1[C@@H](C[C@@](C1)(C)O)C(=O)O